6-{3-Methyl-4-[1-(propan-2-yl)piperidin-4-yl]-1,4-diazepan-1-yl}-N-(pyridin-4-yl)pyridine-2-carboxamide CC1CN(CCCN1C1CCN(CC1)C(C)C)C1=CC=CC(=N1)C(=O)NC1=CC=NC=C1